ClC=1C(=NC(=NC1)N1CCC(CC1)C(=O)N(C)C)NC1=CC2=C(N(C(N2CCC(CC)(C)O)=O)C)C=C1 1-(5-Chloro-4-((3-(3-hydroxy-3-methylpentyl)-1-methyl-2-oxo-2,3-dihydro-1H-benzo[d]imidazol-5-yl)amino)pyrimidin-2-yl)-N,N-dimethylpiperidin-4-carboxamid